ethyl 2-(4-(5-chloro-2-(1H-tetrazol-1-yl)phenyl)-2,5-dioxopiperazin-1-yl)-3-(4-fluorophenyl)propanoate ClC=1C=CC(=C(C1)N1CC(N(CC1=O)C(C(=O)OCC)CC1=CC=C(C=C1)F)=O)N1N=NN=C1